OC(C)(C)C=1SC(=CN1)S(=O)(NC)=NC([O-])=O ((2-(2-hydroxypropan-2-yl)thiazol-5-yl)(methylamino)(oxo)-λ6-sulfaneylidene)carbamate